4-[(4-methylpiperazine-1-yl)methyldimethylsilyl]styrene CN1CCN(CC1)C[Si](C1=CC=C(C=C)C=C1)(C)C